N1C2C(CCC1)CNC2 octahydro-1H-pyrrolo[3,4-b]pyridine